5-bromo-1H-1,2,3-triazole BrC1=CN=NN1